(E)-7-(2-(4,4-Difluorocyclohexyl)vinyl)-N-(2-((tetrahydro-2H-pyran-2-yl)oxy)ethyl)-2,3-dihydrobenzofuran-5-amine FC1(CCC(CC1)/C=C/C1=CC(=CC=2CCOC21)NCCOC2OCCCC2)F